ClC1=C(N=C(C(=N1)C(=O)OC)NC1=CC=C(C=C1)OC[C@@H]1N(C[C@H](C1)OC)C)C methyl 6-chloro-3-[4-[[(2R,4S)-4-methoxy-1-methyl-pyrrolidin-2-yl]methoxy]anilino]-5-methyl-pyrazine-2-carboxylate